11-(2-chloroethyl)-3-fluoro-6,11-dihydro-5H-5λ6-dibenzo[c,f][1,2,5]thiadiazepine-5,5-dione ClCCN1C2=C(NS(C3=C1C=CC(=C3)F)(=O)=O)C=CC=C2